ClC=1C=C(C=CC1)COC=1C(=C(C=NC1)CC1=C(C(=NC=C1)NS(NC)(=O)=O)F)C 4-[[5-[(3-chlorophenyl)methoxy]-4-methyl-3-pyridyl]methyl]-3-fluoro-N-(methylsulfamoyl)pyridin-2-amine